tert-butyl hypobromite BrOC(C)(C)C